2-([1,1'-bi(cyclopropan)]-1-yl)-N-(4-(6-fluoro-3,4-dihydroisoquinoline-2(1H)-yl)-2,6-dimethylphenyl)acetamide C1(CC1)(C1CC1)CC(=O)NC1=C(C=C(C=C1C)N1CC2=CC=C(C=C2CC1)F)C